FC=1C(=CC=2C3=C(NC(C2C1)=O)COC[C@@H]3N(C(=O)C=3C=NN(C3)C(F)(F)F)C)F (R)-N-(8,9-difluoro-6-oxo-1,4,5,6-tetrahydro-2H-pyrano[3,4-c]isoquinolin-1-yl)-N-methyl-1-(trifluoromethyl)-1H-pyrazole-4-carboxamide